(2RS)-2-[2-({2-Chloro-4-fluoro-5-[3-methyl-2,6-dioxo-4-(trifluoromethyl)-3,6-dihydropyrimidin-1(2H)-yl]phenyl}sulfanyl)phenoxy]propanoic acid ClC1=C(C=C(C(=C1)F)N1C(N(C(=CC1=O)C(F)(F)F)C)=O)SC1=C(O[C@@H](C(=O)O)C)C=CC=C1 |r|